C(C=O)[C@@H]([C@@H](COP(=O)([O-])[O-])O)O The molecule is dianion of 2-deoxy-D-ribose 5-phosphate arising from deprotonation of the phosphate OH groups; major product at pH 7.3. It has a role as a human metabolite and a Saccharomyces cerevisiae metabolite. It is a conjugate base of a 2-deoxy-D-ribose 5-phosphate.